N-(1-(tert-butyl)-6-cyano-1H-benzo[d]imidazol-2-yl)-3-cyclopropyl-3-methylbutanamide C(C)(C)(C)N1C(=NC2=C1C=C(C=C2)C#N)NC(CC(C)(C)C2CC2)=O